(((1S,5S)-3-benzyl-5-(trifluoromethyl)-3-azabicyclo[3.1.0]Hex-1-yl)methyl)carbamate C(C1=CC=CC=C1)N1C[C@]2(C[C@]2(C1)C(F)(F)F)CNC([O-])=O